OC[C@@H]1CN(CC12CNC2)C(=O)C=2C=NN(C2)CC2=C(C=C(C(=C2)F)F)F (S)-(8-(hydroxymethyl)-2,6-diazaspiro[3.4]octan-6-yl)(1-(2,4,5-trifluorobenzyl)-1H-pyrazol-4-yl)methanone